(E)-3-phenylpropyl 3-(4-hydroxy-3,5-dimethoxyphenyl)acrylate OC1=C(C=C(C=C1OC)/C=C/C(=O)OCCCC1=CC=CC=C1)OC